FC1=C(C(=CC(=C1)F)F)S(=O)(=O)NC=1C(=NC=C(C1)C=1C=C2C(=NC=NC2=CC1)N1CCC2(CN(C2)C(C(=C)F)=O)CC1)OC 2,4,6-Trifluoro-N-(5-(4-(2-(2-fluoroacryloyl)-2,7-diazaspiro[3.5]nonan-7-yl)quinazoline-6-yl)-2-methoxypyridin-3-yl)benzenesulfonamide